Cl.NCC1=CC=C(C=C1)C1=CC=C(C(=N1)OC)NC(=O)C=1C(=NOC1C)C1=CC=CC=C1 N-[6-[4-(Aminomethyl)phenyl]-2-methoxy-3-pyridyl]-5-methyl-3-phenyl-isoxazole-4-carboxamide hydrochloride